di-2-norbornylphosphine sulfide C12C(CC(CC1)C2)P(C2C1CCC(C2)C1)=S